N,N-dimethyl-5-nitro-2-(octylamino)benzenesulfonamide CN(S(=O)(=O)C1=C(C=CC(=C1)[N+](=O)[O-])NCCCCCCCC)C